BrC1=CC=C(C(=N1)NC(=O)C1NC2CC2C1)C 3-((6-bromo-3-methylpyridin-2-yl)carbamoyl)-2-azabicyclo[3.1.0]hexan